2,3-dimethyl-3-{[2-(pyridin-4-yl)pyrido[3,4-d]pyrimidin-4-yl]amino}butan-2-ol CC(C)(C(C)(NC=1C2=C(N=C(N1)C1=CC=NC=C1)C=NC=C2)C)O